ClC1=NC(=CC(=C1)S(=O)(=O)NC1CC(C1)(F)F)N1C2CN(CC1CC2)C(C2=C(C=C(C=C2)F)Cl)=O 2-chloro-6-[3-(2-chloro-4-fluoro-benzoyl)-3,8-diazabicyclo[3.2.1]octan-8-yl]-N-(3,3-difluorocyclobutyl)pyridine-4-sulfonamide